O1CCN(CC1)C=1C2=C(N=C(N1)N1N=CC(=C1)C1=CC=CC=C1)C=C(O2)C(=O)NC2COC2 4-morpholino-N-(oxetan-3-yl)-2-(4-phenylpyrazol-1-yl)furo[3,2-d]pyrimidine-6-carboxamide